Ethyl-2-{[3-({5-[3-amino-2,6-dioxo-4-(trifluoromethyl)-3,6-dihydropyrimidin-1(2H)-yl]-2-chloro-4-fluorophenyl} sulfanyl)pyridin-2-yl]oxy}propanoat C(C)OC(C(C)OC1=NC=CC=C1SC1=C(C=C(C(=C1)N1C(N(C(=CC1=O)C(F)(F)F)N)=O)F)Cl)=O